NC1=C(C=C(C=C1)F)C(=O)NC(C(=O)OC)C methyl 2-[(2-amino-5-fluorophenyl)formamido]propanoate